tert-butyl (7RS)-7-(2-aminothiazol-5-yl)-4-azaspiro[2.5]octane-4-carboxylate NC=1SC(=CN1)[C@@H]1CCN(C2(CC2)C1)C(=O)OC(C)(C)C |r|